FC1(CCC(CC1)[C@@H](C=1N=C2N(N=CC(=C2)CN2C(NCC2)=O)C1)NC(OC(C)(C)C)=O)F tert-Butyl (S)-((4,4-difluorocyclohexyl)(7-((2-oxoimidazolidin-1-yl)methyl)imidazo[1,2-b]pyridazin-2-yl)methyl)carbamate